(2R)-2-[3-(2,4-Difluorophenyl)-1,2,4-oxadiazol-5-yl]-1,1-difluoro-6-azaspiro[2.5]octane-6-sulfonamide FC1=C(C=CC(=C1)F)C1=NOC(=N1)[C@@H]1C(C12CCN(CC2)S(=O)(=O)N)(F)F